COC(=O)C1=CCN(C=C1)CC1=CC=C(C=C1)C1=NOC(=N1)C(F)(F)F 1-[[4-[5-(trifluoromethyl)-1,2,4-oxadiazol-3-yl]phenyl]methyl]pyridine-4-carboxylic acid methyl ester